diethyl ((((2R,3S,4R,5R)-3,4-dihydroxy-5-(6-phenyl-9H-purin-9-yl)tetrahydrofuran-2-yl)methoxy)methyl)phosphonate O[C@@H]1[C@H](O[C@H]([C@@H]1O)N1C2=NC=NC(=C2N=C1)C1=CC=CC=C1)COCP(OCC)(OCC)=O